(S)-1-[3-(1H-indazole-1-yl)pyridine-2-yl]-2-(6-ethylpyridine-2-yl)-ethan-1-amine hydrochloride Cl.N1(N=CC2=CC=CC=C12)C=1C(=NC=CC1)[C@H](CC1=NC(=CC=C1)CC)N